ONC(\C=C\C1=C(C=CC=C1)N1CCC(CC1)NS(=O)(=O)C=1C=NC=CC1)=O (E)-N-hydroxy-3-(2-(4-(pyridine-3-sulfonamido)piperidin-1-yl)phenyl)acrylamide